N,N-bis(2-chloroethyl)-2-oxo-1,3,2λ5-oxazaphosphinan-2-amine ClCCN(P1(OCCCN1)=O)CCCl